tert-butyl 3-(3-(4-cyclopentylbenzyl)-1,2,4-oxadiazol-5-yl)-2-(diethoxyphosphoryl)propanoate C1(CCCC1)C1=CC=C(CC2=NOC(=N2)CC(C(=O)OC(C)(C)C)P(=O)(OCC)OCC)C=C1